5-[1-(2-fluoro-6-methyl-phenyl)-piperidin-4-yl]-2-(3-hydroxy-2-methyl-propyl)-7-(2-trifluoromethyl-benzyl)-2,4,5,7-tetrahydro-pyrazolo[3,4-d]pyrimidin-6-one FC1=C(C(=CC=C1)C)N1CCC(CC1)N1C(N(C=2C(C1)=CN(N2)CC(CO)C)CC2=C(C=CC=C2)C(F)(F)F)=O